rel-4-((2s,3r,4r,5s)-3-(3,4-difluoro-2-(2-methoxyethoxy)phenyl)-4,5-dimethyl-5-(trifluoromethyl)tetrahydrofuran-2-carboxamido)pyridineamide FC=1C(=C(C=CC1F)[C@@H]1[C@H](O[C@@]([C@@H]1C)(C(F)(F)F)C)C(=O)NC1=CC(=NC=C1)C(=O)N)OCCOC |o1:8,9,11,12|